CSC1=NC=C(C=N1)O 2-(methylthio)-5-hydroxypyrimidine